ClC=1C(=NC(=NC1)NC1CCC(CC1)O)C1=C(C(=NO1)C)CC1CC1 (1r,4r)-4-((5-Chloro-4-(4-(cyclopropylmethyl)-3-methylisoxazol-5-yl)pyrimidin-2-yl)amino)cyclohexan-1-ol